5-(methylsulfonyl)-N-(4-(pyrrolidin-1-yl)benzyl)thiophene-2-carboxamide CS(=O)(=O)C1=CC=C(S1)C(=O)NCC1=CC=C(C=C1)N1CCCC1